(1S)-1-(5-morpholino-2-pyrimidin-2-yl-1,2,4-triazol-3-yl)ethanamine-hydrochlorid Cl.O1CCN(CC1)C=1N=C(N(N1)C1=NC=CC=N1)[C@H](C)N